FC(CC[C@@H](CC=C)N)(F)F (S)-7,7,7-trifluorohept-1-en-4-amine